C(=C)OC(=O)NCCC(=O)O N-[(vinyloxy)carbonyl]-beta-alanine